magnesium (iX) methyl 3-(1-hydroxy-2-nitroethyl)benzoate OC(C[N+](=O)[O-])C=1C=C(C(=O)OC)C=CC1.[Mg+9]